[Si](C)(C)(C(C)(C)C)OC=1C=C2C(=NN(C2=CC1)C1OCCCC1)C1=NN(C=C1)CCOCCOC[C@@H](C)CS(=O)(=O)[O-] [(1R)-2-[2-[2-[3-[5-[tert-butyl(dimethyl)silyl]oxy-1-tetrahydropyran-2-yl-indazol-3-yl]pyrazol-1-yl]ethoxy]ethoxy]-1-methyl-ethyl]methanesulfonate